benzyl ((S)-7-ethyl-8,11-dioxo-7,8,11,13-tetrahydro-10H-[1,3]dioxolo[4,5-g]pyrano[3',4':6,7]indolizino[1,2-b]quinolin-7-yl) carbonate C(OCC1=CC=CC=C1)(O[C@@]1(C(OCC=2C(N3CC=4C(=NC=5C=C6C(=CC5C4)OCO6)C3=CC21)=O)=O)CC)=O